BrC=1C=C(\C=N/[S@](=O)C(C)(C)C)C=C(C1)Cl (R,Z)-N-(3-bromo-5-chlorobenzylidene)-2-methylpropane-2-sulfinamide